ethyl 4-[(3R,5R)-5-[(5-bromo-1-methyl-6-oxo-pyridazin-4-yl)amino]-1-methyl-3-piperidyl]benzoate BrC1=C(C=NN(C1=O)C)N[C@@H]1C[C@@H](CN(C1)C)C1=CC=C(C(=O)OCC)C=C1